ClC1=CC(=C(C=C1)NC(=O)C1=NC(=CN=C1)C1=CC=C(C=C1)OC(F)(F)F)OC N-(4-chloro-2-methoxyphenyl)-6-(4-(trifluoromethoxy)phenyl)pyrazine-2-carboxamide